5-(azetidin-3-ylamino)-2-methyl-N-((R)-1-(3-(5-((((R)-tetrahydrofuran-3-yl)amino)methyl)thiophen-2-yl)phenyl)ethyl)benzamide N1CC(C1)NC=1C=CC(=C(C(=O)N[C@H](C)C2=CC(=CC=C2)C=2SC(=CC2)CN[C@H]2COCC2)C1)C